ClC=1C=C(C(=C(C1)NCC1=CC(=CC=C1)Cl)C)N 5-chloro-N1-(3-chlorobenzyl)-2-methylbenzene-1,3-diamine